ClC=1C=C(CN2CCC(CC2)NC(=O)NC2=CC(=CC=C2)C(F)(F)F)C=CC1 1-(1-(3-chlorobenzyl)piperidin-4-yl)-3-(3-(trifluoromethyl)phenyl)urea